N1C(C(C2=CC=CC=C12)CC(=O)O)=O 2-oxindole-3-acetic acid